CC1=C(OCC(=O)N(C=2SC=CN2)C2=NC=CC=C2)C=CC=C1 2-(2-methylphenoxy)-N-(2-pyridyl)-N-thiazol-2-yl-acetamide